rac-tert-Butyl (2R,5R)-2-methyl-5-(4-(4,4,5,5-tetramethyl-1,3,2-dioxaborolan-2-yl)phenyl)morpholine-4-carboxylate C[C@@H]1CN([C@@H](CO1)C1=CC=C(C=C1)B1OC(C(O1)(C)C)(C)C)C(=O)OC(C)(C)C |r|